5-(ethylamino)-2-iodo-4-nitrobenzonitrile C(C)NC=1C(=CC(=C(C#N)C1)I)[N+](=O)[O-]